(R)-N-(1-(1,2,4-oxadiazol-3-yl)ethyl)-2-amino-3-methyl-N-((5-(trifluoromethyl)pyridin-2-yl)methyl)quinoline-6-carboxamide O1N=C(N=C1)[C@@H](C)N(C(=O)C=1C=C2C=C(C(=NC2=CC1)N)C)CC1=NC=C(C=C1)C(F)(F)F